(+/-)-N-Lactoyl-Tyramine ethyl-6-(2,8-dimethylimidazo[1,2-b]pyridazin-6-yl)-8-fluoro-imidazo[1,2-a]pyridine-2-carboxylate C(C)OC(=O)C=1N=C2N(C=C(C=C2F)C=2C=C(C=3N(N2)C=C(N3)C)C)C1.C([C@H](O)C)(=O)NCCC1=CC=C(C=C1)O |r|